C(#C)C=1C(N(C=CC1)C)=O ethynyl-1-methylpyridin-2(1H)-one